[N+](=O)([O-])C1=CC=C(C=C1)C1=CC=C(O1)\C=C/1\C(N(C(=C1)C1=CC=CC=C1)CCCCC(=O)O)=O (E)-5-(3-((5-(4-nitrophenyl)furan-2-yl)methylene)-2-oxo-5-phenyl-2,3-dihydro-1H-pyrrol-1-yl)pentanoic acid